CCCCCCCCCCC(CCCCC)O trans-11-hexadecanol